CN(CCOC=1C=C(C=CC1C=1NC(C2=C(N1)NN=N2)=O)C2=CC=C(C=C2)C(=O)O)C 3'-(2-(dimethylamino)ethoxy)-4'-(7-oxo-6,7-dihydro-3H-[1,2,3]triazolo[4,5-d]pyrimidin-5-yl)-[1,1'-biphenyl]-4-carboxylic acid